NC1=C2N=CN(C2=NC(=N1)Cl)[C@H]1[C@H]([C@@H]([C@H](O1)COC(C(=O)O)(C(=O)O)CC1=CC=C(C=C1)OC(F)(F)F)O)F 2-(((2R,3R,4S,5R)-5-(6-amino-2-chloro-9H-purin-9-yl)-4-fluoro-3-hydroxytetrahydrofuran-2-yl)methoxy)-2-(4-(trifluoromethoxy)benzyl)malonic acid